C(C(=C)C)(=O)OCCC[Si](Cl)(C)C 3-(methacryloxy)propyldimethyl-chlorosilane